methyl-5-(2-(dimethylamino)-3-((8-(2-((2-pentylcyclopropyl)methyl)cyclopropyl)octyl)oxy)propoxy)pentanoate COC(CCCCOCC(COCCCCCCCCC1C(C1)CC1C(C1)CCCCC)N(C)C)=O